di-copper(ii) dimethylformamide CN(C=O)C.[Cu+2].[Cu+2]